1-[2-Hydroxy-4,6-bis(phenylmethoxy)phenyl]-3-(4-phenylmethoxyphenyl)prop-2-en-1-one OC1=C(C(=CC(=C1)OCC1=CC=CC=C1)OCC1=CC=CC=C1)C(C=CC1=CC=C(C=C1)OCC1=CC=CC=C1)=O